1-(8-bromo-5-chloro-4-((1-methyl-1H-1,2,4-triazol-3-yl)amino)-2-(((5-methylisoxazol-3-yl)methyl)sulfinyl)quinolin-3-yl)ethanone BrC=1C=CC(=C2C(=C(C(=NC12)S(=O)CC1=NOC(=C1)C)C(C)=O)NC1=NN(C=N1)C)Cl